FCC1(CNC1)O 3-(fluoromethyl)azetidin-3-ol